2,2,2-trifluoro-1-{6-fluoro-3-methylimidazo[1,2-a]pyridin-2-yl}ethanol FC(C(O)C=1N=C2N(C=C(C=C2)F)C1C)(F)F